(1S,3S)-3-(4-(4-((((R)-1-(2-fluorophenyl)ethoxy)carbonyl)amino)-3-methylisoxazol-5-yl)phenoxy)cyclohexane-1-carboxylic acid FC1=C(C=CC=C1)[C@@H](C)OC(=O)NC=1C(=NOC1C1=CC=C(O[C@@H]2C[C@H](CCC2)C(=O)O)C=C1)C